C(C)(C)(C)OC(=O)N1CC2=C(CCC1)C=C(C=C2)C#N 7-cyano-4,5-dihydro-1H-benzo[c]azepine-2(3H)-carboxylic acid tert-butyl ester